C(C)C1=C(CNC2=NC(=NC=C2C(=O)N)NC=2C=NN(C2)C(C)C)C=CC=C1 4-((2-ethylbenzyl)amino)-2-((1-isopropyl-1H-pyrazol-4-yl)amino)pyrimidin-5-carboxamide